ClC1=C2CN(C(C2=CC(=C1)CNC1(CCC1)C)=O)C1=CC(=CC=C1)[C@@H](C1=NN=CN1C)C1CC(C1)F 4-chloro-2-(3-((S)-((1s,3R)-3-fluorocyclobutyl)(4-methyl-4H-1,2,4-triazol-3-yl)methyl)phenyl)-6-(((1-methylcyclobutyl)amino)methyl)isoindolin-1-one